C(CCC)C(C(=O)O)(CCCC)C α-butyl-α-methyl-caproic acid